triaminododecene NC(CCCCCCCCCC=C)(N)N